C[C@@H]1N(C[C@@H](C1)OC1=NC=C(N=C1)N1CCOCC1)C(=O)OC(C)(C)C tert-butyl (2S,4R)-2-methyl-4-((5-morpholinopyrazin-2-yl)oxy)pyrrolidine-1-carboxylate